iso-Propanthiolat C(C)(C)[S-]